P(=O)(OCCCCN1C2=CC=C(C=C2C=2C=C(C=CC12)C1=CC=CC=C1)C1=CC=CC=C1)([O-])[O-] [4-(3,6-diphenyl-9H-carbazol-9-yl) butyl] phosphate